(3s)-3-[6-[2-cyano-3-[[ethyl(methyl)sulfamoyl]amino]-6-fluoro-anilino]-5-fluoro-4-oxo-quinazolin-3-yl]-1-oxa-8-azaspiro[4.5]decane C(#N)C1=C(NC=2C(=C3C(N(C=NC3=CC2)[C@@H]2COC3(C2)CCNCC3)=O)F)C(=CC=C1NS(N(C)CC)(=O)=O)F